tert-Butyl 5-[(O-[tert-butyl(diphenyl)silyl]-N-{[4,4-difluoro-1-(4-methoxyphenyl)cyclohexyl]carbonyl}-N-methyl-D-seryl)amino]-1H-pyrazolo[4,3-b]pyridine-1-carboxylate [Si](C1=CC=CC=C1)(C1=CC=CC=C1)(C(C)(C)C)OC[C@@H](N(C)C(=O)C1(CCC(CC1)(F)F)C1=CC=C(C=C1)OC)C(=O)NC1=CC=C2C(=N1)C=NN2C(=O)OC(C)(C)C